(3S,10R,13S)-17-(4-fluoro-1H-imidazol-1-yl)-10,13-dimethyl-2,3,4,7,8,9,10,11,12,13,14,15-dodecahydro-1H-cyclopenta[a]phenanthren-3-amine FC=1N=CN(C1)C1=CCC2C3CC=C4C[C@H](CC[C@@]4(C3CC[C@]12C)C)N